(2S,3S,4R)-Ethyl-4-azido-6-methoxy-3-pentyl-1,2,3,4-tetrahydroquinoline-2-carboxylate C(C)OC(=O)[C@H]1NC2=CC=C(C=C2[C@@H]([C@H]1CCCCC)N=[N+]=[N-])OC